COC1=C(C=C2C=C(NC2=C1)CNC(=O)C1(CC1)C)SC N-((6-methoxy-5-(methylthio)-1H-indol-2-yl)methyl)-1-methylcyclopropane-1-carboxamide